(4-((6,7-bis(2-methoxyethoxy)quinazolin-4-yl)oxy)-2,6-difluorophenyl)-N-(3-(4-methyl-1H-imidazol-1-yl)-5-(trifluoromethyl)phenyl)-2-oxoacetamide COCCOC=1C=C2C(=NC=NC2=CC1OCCOC)OC1=CC(=C(C(=C1)F)C(C(=O)NC1=CC(=CC(=C1)C(F)(F)F)N1C=NC(=C1)C)=O)F